C1(=C(C(=CC(=C1)C)C)S(=O)(=O)OC1=C(C=CC=C1)NC(=O)NC1=C(C=CC=C1)OS(=O)(=O)C1=C(C=C(C=C1C)C)C)C N,N'-di-[2-(mesitylenesulfonyloxy)phenyl]urea